C(N)(OC(C1=C(C=CC(=C1)N1N=C(C=C1)C1=C(C=C(C=C1)C)C)C)C)=O methyl{5-[3-(2,4-dimethylphenyl)-1H-pyrazol-1-yl]-2-methylbenzyl} carbamate